C1(CC1)C=1SC(=CN1)C1=CC(=NC=C1)N(C(=O)[C@@H]1CC[C@H](CC1)O)C[C@@H]1CC[C@H](CC1)C1=CC(=C(C=C1)OC)C trans-N-(4-(2-Cyclopropylthiazol-5-yl)pyridin-2-yl)-4-hydroxy-N-((trans-4-(4-methoxy-3-methylphenyl)cyclohexyl)methyl)cyclohexanecarboxamide